C1(=CC=CC=C1)C=CCOC(C=CC1=CC(=C(C=C1)O)O)=O 3,4-Dihydroxycinnamic acid 3-phenyl-2-propenyl ester